C(C)(C)(C)OC(=O)N1C[C@@H](CC(C1)(F)F)N1C(CCCC1)=O (3'R)-5',5'-difluoro-2-oxo[1,3'-bipiperidine]-1'-carboxylic acid tert-butyl ester